7-fluoro-N-(3-hydroxy-2-(hydroxymethyl)propyl)-1H-indazole-3-carboxamide FC=1C=CC=C2C(=NNC12)C(=O)NCC(CO)CO